2-fluoro-1-isothiocyanato-4-(trifluoromethoxy)-benzene FC1=C(C=CC(=C1)OC(F)(F)F)N=C=S